1-(2-chloro-3-methoxyphenyl)ethanol ClC1=C(C=CC=C1OC)C(C)O